(1S,1aS,6aR)-ethyl 4-((3-(6-fluoro-2-methylpyridin-3-yl)benzyl)oxy)-1,1a,6,6a-tetrahydrocyclopropa[a]indene-1-carboxylate FC1=CC=C(C(=N1)C)C=1C=C(COC2=CC=3C[C@@H]4[C@H](C3C=C2)[C@H]4C(=O)OCC)C=CC1